3-cyano-6-cyclopropyl-2-(o-tolylamino)isonicotinic acid ethyl ester C(C)OC(C1=C(C(=NC(=C1)C1CC1)NC1=C(C=CC=C1)C)C#N)=O